N-((3R,4S)-4-((6-(2,6-dichloro-3,5-di-methoxyphenyl)-8-(phenylamino)pyrido[3,4-d]pyrimidin-2-yl)amino)tetra-hydrofuran-3-yl)acrylamide ClC1=C(C(=C(C=C1OC)OC)Cl)C1=CC2=C(N=C(N=C2)N[C@H]2[C@H](COC2)NC(C=C)=O)C(=N1)NC1=CC=CC=C1